4-Methoxy-[1,4']bi-piperidinyl COC1CCN(CC1)C1CCNCC1